ClC1=CC=C(C2=C1NC(=N2)C(=O)O)F 7-chloro-4-fluoro-1H-benzimidazole-2-carboxylic acid